trisulfonium hexafluoroantimonate F[Sb-](F)(F)(F)(F)F.[SH3+].[SH3+].[SH3+].F[Sb-](F)(F)(F)(F)F.F[Sb-](F)(F)(F)(F)F